Cl.FC1(CC(CCC1)N)F 3,3-difluorocyclohexane-1-amine hydrochloride